ethyl 1-(2-bromo-4-fluoro-phenyl)sulfonyl-4-fluoro-piperidine-4-carboxylate BrC1=C(C=CC(=C1)F)S(=O)(=O)N1CCC(CC1)(C(=O)OCC)F